2-(4-Methyl-6-(((1R,2R,5S)-8-methyl-8-azabicyclo[3.2.1]octan-2-yl)thio)pyridazin-3-yl)-5-(trifluoromethyl)phenol CC1=C(N=NC(=C1)S[C@H]1[C@H]2CC[C@@H](CC1)N2C)C2=C(C=C(C=C2)C(F)(F)F)O